Cl.Cl.CC=1C(=NON1)C(=O)NN 4-methyl-1,2,5-oxadiazole-3-carbohydrazide hydrochloride Hydrogen chloride